5-chloro-4-nitro-1-tetrahydropyran-2-yl-pyrazole ClC1=C(C=NN1C1OCCCC1)[N+](=O)[O-]